8-(3-methylpiperazin-1-yl)quinoxaline-5-carboxamide CC1CN(CCN1)C1=CC=C(C=2N=CC=NC12)C(=O)N